N1-(3-(4-methoxyphenyl)imidazo[1,2-a]pyrazin-8-yl)-3-methylbenzene-1,4-diamine hydrochloride Cl.COC1=CC=C(C=C1)C1=CN=C2N1C=CN=C2NC2=CC(=C(C=C2)N)C